rac-(4bR,5R,6R,7S,7aR)-5-(aminomethyl)-7a-(4-bromophenyl)-6-(hydroxymethyl)-4-methoxy-7-phenyl-5,6,7,7a-tetrahydro-4bH-cyclopenta[4,5]furo[2,3-c]pyridin-4b-ol NC[C@H]1[C@@H]([C@H]([C@]2([C@@]1(C1=C(C=NC=C1OC)O2)O)C2=CC=C(C=C2)Br)C2=CC=CC=C2)CO |r|